tert-butyl [5-cyclobutoxy-1H-pyrrolo[2,3-b]pyridin-3-yl]carbamate C1(CCC1)OC=1C=C2C(=NC1)NC=C2NC(OC(C)(C)C)=O